C(=O)(OCC)C(O)C(O)C(=O)OCC 1-(+)-diethyl tartrate